(S)-5-bromo-3-chloro-2-nitro-N-((tetrahydrofuran-2-yl)methyl)aniline BrC=1C=C(C(=C(NC[C@H]2OCCC2)C1)[N+](=O)[O-])Cl